NC1=C(C=C(C=N1)C=1C=NC=C(C1)F)C(=O)N[C@@H]1[C@H](CCC1)OCC1=CC=C(C=C1)C1=CC=2CCCC(C2C=C1)N1CCN(CC1)CCO 6-amino-5'-fluoro-N-{(1S,2S)-2-[(4-{5-[4-(2-hydroxyethyl)piperazin-1-yl]-5,6,7,8-tetrahydronaphthalen-2-yl}phenyl)methoxy]cyclopentyl}[3,3'-bipyridine]-5-carboxamide